N-(4-butylphenyl)diphenylamin C(CCC)C1=CC=C(C=C1)N(C1=CC=CC=C1)C1=CC=CC=C1